methyl 6-(4-((R)-2-((1r,4R)-4-(((tert-butoxy carbonyl) amino)methyl) cyclohexanecarboxamido)-3-(isoquinolin-6-yl)propoxy)phenyl)quinoline-4-carboxylate C(C)(C)(C)OC(=O)NCC1CCC(CC1)C(=O)N[C@@H](COC1=CC=C(C=C1)C=1C=C2C(=CC=NC2=CC1)C(=O)OC)CC=1C=C2C=CN=CC2=CC1